N-((2S,3S)-3-(Tert-butoxy)-1-oxo-1-((4-(((S)-2-oxo-4-(trifluoromethyl)imidazolidin-1-yl)methyl)pyridin-2-yl)amino)butan-2-yl)-4-cyclopropyl-1,2,5-oxadiazole-3-carboxamide C(C)(C)(C)O[C@H]([C@@H](C(NC1=NC=CC(=C1)CN1C(N[C@@H](C1)C(F)(F)F)=O)=O)NC(=O)C1=NON=C1C1CC1)C